C(CCCCCCCCCCC)SCCC(=O)OCC(COC(CCSCCCCCCCCCCCC)=O)(COC(CCSCCCCCCCCCCCC)=O)COC(CCSCCCCCCCCCCCC)=O pentaerythritol tetrakis[3-(dodecylthio) propionate]